1,3,5-trimethyl-N-[(1R,3S)-3-{[2-(trifluoromethyl)quinolin-4-yl]amino}cyclohexyl]-1H-pyrazole-4-carboxamide CN1N=C(C(=C1C)C(=O)N[C@H]1C[C@H](CCC1)NC1=CC(=NC2=CC=CC=C12)C(F)(F)F)C